OC(CCCC(=O)O)CC=CCC 5-hydroxy-7-decenoic acid